C(C)(C)(C)[Si](OCCN1N=C(C=C1CO)OC(C)C)(C)C [2-[2-[tert-butyl-(dimethyl)silyl]oxyethyl]-5-isopropoxy-pyrazol-3-yl]methanol